FC(C(C(F)(F)F)(O)C1=CC=C(C=C1)C1=C(C=C(C=C1)CN1CC(N(CC1)CC1=CC=NC=C1)C(=O)O)C)(F)F 4-((4'-(1,1,1,3,3,3-hexafluoro-2-hydroxypropan-2-yl)-2-methyl-[1,1'-biphenyl]-4-yl)methyl)-1-(pyridin-4-ylmethyl)piperazine-2-carboxylic acid